1-(4-bromobutyl)-4-methyl-1H-benzotriazole BrCCCCN1N=NC2=C1C=CC=C2C